3,3'-((((((2,2'-Dimethyl-[1,1'-biphenyl]-3,3'-diyl)bis(methylene))bis(oxy))bis(5-chloro-2-methoxypyridine-6,3-diyl))bis(methylene))bis(azanediyl))bis(oxetane-3-carboxylic acid) CC1=C(C=CC=C1COC1=C(C=C(C(=N1)OC)CNC1(COC1)C(=O)O)Cl)C1=C(C(=CC=C1)COC1=C(C=C(C(=N1)OC)CNC1(COC1)C(=O)O)Cl)C